C(C)(C)NC(O[C@H]1C[C@H](CC1)C1=CC(=NN1)NC(COC1=C(C(=CC(=C1)COC)O)C=O)=O)=O (1R,3S)-3-(3-(2-(2-formyl-3-hydroxy-5-(methoxymethyl)phenoxy)acetamido)-1H-pyrazol-5-yl)cyclopentyl isopropylcarbamate